2',3-dichloro-5'-fluoro-4-hydroxy-6-methyl-2H-[1,4'-bipyridine]-2-one ClC1=NC=C(C(=C1)N1C(C(=C(C=C1C)O)Cl)=O)F